3-vinyl-hexadecyl-imidazole bromide salt [Br-].C(=C)C(CCC=1NC=CN1)CCCCCCCCCCCCC